CC1=C(NC=C1S(=O)(=O)C)C(=O)N 3-methyl-4-(methylsulfonyl)-1H-pyrrole-2-carboxamide